C(C)(C)(C)OC(=O)N1CC(CCC1)C=1C=NC(=C(C1)S(NC)(=O)=O)OC 3-(6-methoxy-5-(N-methylsulfamoyl)pyridin-3-yl)piperidine-1-carboxylic acid tert-butyl ester